NCC1C(CCC1)O (+/-)-2-(aminomethyl)cyclopentan-1-ol